F[C@@H]1[C@H](CN(C1)C=1C=NC=CC1)NC(=O)[C@@H]1CC[C@H]2N1C([C@H](C[C@@H]1[C@H](C2)C1)NC(=O)C1=CC2=C(S1)C=CC=C2)=O 2-(((3S,6S,7aR,8aS,9aR)-3-(((3S,4S)-4-fluoro-1-(pyridin-3-yl)pyrrolidin-3-yl)carbamoyl)-5-oxodecahydro-1H-cyclopropa[d]pyrrolo[1,2-a]azocin-6-yl)carbamoyl)benzo[b]thiophen